C1(CCCCC1)[C@H]1C[C@H](N(C1)C(=O)OC(C)(C)C)C(=O)OC 1-(tert-butyl) 2-methyl (2S,4R)-4-cyclohexylpyrrolidine-1,2-dicarboxylate